C(C)(=O)N1CC2CCC(C1)N2C2=NN=C(S2)C=2C(=CC(=NC2)C2=CC=C1N2N=CC(=C1)C#N)NC(C)C 7-(5-(5-(3-acetyl-3,8-diazabicyclo[3.2.1]octan-8-yl)-1,3,4-thiadiazol-2-yl)-4-(isopropylamino)pyridin-2-yl)pyrrolo[1,2-b]pyridazine-3-carbonitrile